C(#N)C1=C(C=CC=C1C1=CC2=C(OCCO2)C=C1)NC(=O)C=1N(C2=C(CN(CC2)CCO)N1)C N-(2-Cyano-3-(2,3-dihydrobenzo[b][1,4]dioxin-6-yl)phenyl)-5-(2-hydroxyethyl)-1-methyl-4,5,6,7-tetrahydro-1H-imidazo[4,5-c]pyridin-2-carboxamid